FC1=C(C=CC=C1)C(C)(C)C1=CC=CC2=C1NC(=NS2(=O)=O)O 5-[1-(2-fluorophenyl)-1-methyl-ethyl]-1,1-dioxo-4H-1,2,4-benzothiadiazin-3-ol